3-((5-(aminomethyl)-1-(4,4-difluorobutyl)-1H-benzo[d]imidazol-2-yl)methyl)-1-methyl-1,3-dihydro-2H-imidazo[4,5-c]pyridin-2-one NCC1=CC2=C(N(C(=N2)CN2C(N(C3=C2C=NC=C3)C)=O)CCCC(F)F)C=C1